N1N=CC(=C1)CN1C(C2=CC=CC=C2C1CC1=C(C=NN1C)Cl)=O 2-((1H-pyrazol-4-yl)methyl)-3-((4-chloro-1-methyl-1H-pyrazol-5-yl)methyl)isoindolin-1-one